C1(CC1)NC1=CC=C(C(=N1)F)C1=NN2C(OCCC2)=C1 2-[6-(Cyclopropylamino)-2-fluoropyridin-3-yl]-6,7-dihydro-5H-pyrazolo[5,1-b][1,3]oxazine